ClNC1=CC=C(C=C1)C chloro-para-methylaniline